(3-fluoropiperidin-4-yl)morpholine hydrochloride Cl.FC1CNCCC1N1CCOCC1